The molecule is an O-phosphoamino acid and a L-threonine derivative. It has a role as an Escherichia coli metabolite and a mouse metabolite. It is a conjugate acid of a 4-(phosphonatooxy)-L-threonine(2-). C([C@H]([C@@H](C(=O)O)N)O)OP(=O)(O)O